3-(2-chloro-3-fluorophenyl)-6,6-dimethyl-3H,4H,6H,7H-pyrano[3,4-d]imidazol-4-one ClC1=C(C=CC=C1F)N1C=NC2=C1C(OC(C2)(C)C)=O